dimethanol magnesium [Mg].CO.CO